4-((5-carbamoyl-2-methylphenyl)azo)-3-hydroxy-N-(4-methoxyphenyl)naphthalene-2-carboxamide C(N)(=O)C=1C=CC(=C(C1)N=NC1=C(C(=CC2=CC=CC=C12)C(=O)NC1=CC=C(C=C1)OC)O)C